piperazine-1,3-dicarboxylate N1(CC(NCC1)C(=O)[O-])C(=O)[O-]